2-fluoro-5-(1-isopropyl-4-(trifluoromethyl)-1H-imidazol-2-yl)pyridine FC1=NC=C(C=C1)C=1N(C=C(N1)C(F)(F)F)C(C)C